FC1=CC(=CC=2N(C(=NC21)C)C(C)C)C2=CNC1=NC=C(C=C12)C1=C(C=CC=C1)C 4-Fluoro-1-isopropyl-2-methyl-6-(5-(o-tolyl)-1H-pyrrolo[2,3-b]pyridin-3-yl)-1H-benzo[d]imidazole